N1=C(C=CC=C1)C1(CC1)NC(=O)[C@@H]1CN(CC[C@H]1NC(=O)C1=NOC(=C1)C1=C(C=C(C=C1F)F)F)CC1CC1 (3R,4R)-1-Cyclopropylmethyl-4-{[5-(2,4,6-trifluoro-phenyl)-isoxazole-3-carbonyl]-amino}piperidine-3-carboxylic acid (1-pyridin-2-yl-cyclopropyl)-amide